C1(CC1)C=1C=C(C=2N(C1)C=C(N2)CN2C(C1=CC=CC=C1C2=O)=O)N2CCN(CC2)C2CC2 2-((6-cyclopropyl-8-(4-cyclopropylpiperazin-1-yl)imidazo[1,2-a]pyridin-2-yl)methyl)isoindoline-1,3-dione